ClC=1C=C(CCN2C[C@H](CC2)COC2=CC=C(C=C2)S(=O)(=O)C)C=CC1 (S)-1-(3-chlorophenethyl)-3-((4-(methylsulfonyl)phenoxy)methyl)pyrrolidine